N-methoxyformamide tert-Butyl-N-[(S)-(5-bromo-4-fluoro-1H-benzimidazol-2-yl)(4-methylcyclohexyl)methyl]-carbamate C(C)(C)(C)OC(N[C@@H](C1CCC(CC1)C)C1=NC2=C(N1)C=CC(=C2F)Br)=O.CONC=O